((1R,5S,6s)-6-((4-(2-aminopropan-2-yl)-6-(2-fluoro-4-methylphenyl)pyridin-2-yl)oxy)-3-azabicyclo[3.1.0]hexan-3-yl)(4-methyl-2-(pyrimidin-2-yl)thiazol-5-yl)methanone NC(C)(C)C1=CC(=NC(=C1)C1=C(C=C(C=C1)C)F)OC1[C@@H]2CN(C[C@H]12)C(=O)C1=C(N=C(S1)C1=NC=CC=N1)C